OC12CCC(CC1)(C2)C(=O)O 4-hydroxybicyclo[2.2.1]Heptane-1-carboxylic acid